(4-bromo-3-fluoro-2-nitrophenyl)hydrazine hydrochloride salt Cl.BrC1=C(C(=C(C=C1)NN)[N+](=O)[O-])F